(R)-5-(1-amino-2-phenylethyl)thiophene-3-carboxamidine N[C@H](CC1=CC=CC=C1)C1=CC(=CS1)C(=N)N